ClC1=C(C=C(C=C1C)C1CCN(CC1)C(CN1N=C(C2=C1CCC2)C(=O)N2C[C@H](O[C@H](C2)C)C)=O)C 1-[4-(4-chloro-3,5-dimethylphenyl)piperidin-1-yl]-2-{3-[(2R,6S)-2,6-dimethylmorpholine-4-carbonyl]-5,6-dihydrocyclopenta[c]pyrazol-1(4H)-yl}ethan-1-one